ClC1=NCN(C=C1)O 4-chloro-1-hydroxy-pyrimidine